butyl N-{2-[(6-{3-[(1R)-6-chloro-1-hydroxy-2,3-dihydro-1H-indene-4-sulfonamido]-2,6-difluorophenyl}-8-methoxyquinazolin-2-yl)amino]ethyl}-N-methylcarbamate ClC=1C=C(C=2CC[C@H](C2C1)O)S(=O)(=O)NC=1C(=C(C(=CC1)F)C=1C=C2C=NC(=NC2=C(C1)OC)NCCN(C(OCCCC)=O)C)F